N,N-diethyl-1H-pyrazol-3-amine C(C)N(C1=NNC=C1)CC